N-(((9H-fluoren-9-yl)methoxy)carbonyl)-O-((5-fluoropyridin-3-yl)methyl)-L-serine C1=CC=CC=2C3=CC=CC=C3C(C12)COC(=O)N[C@@H](COCC=1C=NC=C(C1)F)C(=O)O